Methyl (S)-2-(2-(1-(3-(4-ethoxyphenyl)propanoyl)piperidin-4-yl)acetamido)-3-(4-fluorophenyl)propanoate C(C)OC1=CC=C(C=C1)CCC(=O)N1CCC(CC1)CC(=O)N[C@H](C(=O)OC)CC1=CC=C(C=C1)F